2-ethyl-1-(3-triethoxysilylpropyl)-1-aza-2-silacyclopentane C(C)[SiH]1N(CCC1)CCC[Si](OCC)(OCC)OCC